trinitronitromethane [N+](=O)([O-])C([N+](=O)[O-])([N+](=O)[O-])[N+](=O)[O-]